4-methyl-4-(4-(oxetan-3-yl)piperazin-1-yl)-3-(pyrrolidin-1-yl)pentanenitrile CC(C(CC#N)N1CCCC1)(C)N1CCN(CC1)C1COC1